FC[C@H]1N2CC(C[C@@]2(CC1)C(=O)OC)=C methyl (5S,7aS)-5-(fluoromethyl)-2-methylenetetrahydro-1H-pyrrolizine-7a(5H)-carboxylate